CC1=C(C=CC(=C1)C)C1=NC(=NC(=N1)C1=C(C=C(C=C1)C)C)C1=C(C=C(C=C1)O)O 2,4-Bis(2,4-dimethylphenyl)-6-(2,4-dihydroxyphenyl)-1,3,5-triazine